tert-Butyl 2-(6-chloro-3-(2-((2,2-difluoroethyl)(isopropyl)carbamoyl)-4-fluorophenoxy)-1,2,4-triazin-5-yl)-2,7-diazaspiro[3.5]nonane-7-carboxylate ClC1=C(N=C(N=N1)OC1=C(C=C(C=C1)F)C(N(C(C)C)CC(F)F)=O)N1CC2(C1)CCN(CC2)C(=O)OC(C)(C)C